1-(4-(5-(3-chloro-4-isopropoxyphenyl)-1,3-selenazol-2-yl)benzyl)azetidine-3-carboxylic acid sodium salt [Na+].ClC=1C=C(C=CC1OC(C)C)C1=CN=C([Se]1)C1=CC=C(CN2CC(C2)C(=O)[O-])C=C1